O=C1NC(CCC1N1C(C2=CC=CC(=C2C1)C#CCCCN1CCN(CC1)C1CCN(CC1)C1=CC=C2CN(C(C2=C1)=O)C(C(=O)NC=1SC=CN1)C1=CC=CC=C1)=O)=O 2-(6-(4-(4-(5-(2-(2,6-dioxopiperidin-3-yl)-1-oxoisoindolin-4-yl)pent-4-yn-1-yl)piperazin-1-yl)piperidin-1-yl)-1-oxoisoindolin-2-yl)-2-phenyl-N-(thiazol-2-yl)acetamide